COC1=CC=CC(=N1)C1=CC=C2C(C(COC2=C1)(C)C)NC(O[C@@H]1CN2CCC1CC2)=O (S)-quinuclidin-3-yl (7-(6-methoxypyridin-2-yl)-3,3-dimethylchroman-4-yl)carbamate